2-(N-[4-Amino-5-[4-(difluoromethoxy)benzoyl]thiazol-2-yl]-4-hydroxy-anilino)propanamid NC=1N=C(SC1C(C1=CC=C(C=C1)OC(F)F)=O)N(C1=CC=C(C=C1)O)C(C(=O)N)C